1H-pyrrolo[2,3-b]pyridine-6-formonitrile N1C=CC=2C1=NC(=CC2)C#N